NCC=1C=C(C=CC1)C1=CC=C2C=CC=C(C2=C1)COC1=C(C=CC=C1)CC(=O)OCC ethyl 2-(2-((7-(3-(aminomethyl)phenyl)naphthalen-1-yl)methoxy)phenyl)acetate